tert-butyl 2-(4,4-difluoro-1-hydroxycyclohexyl)-2-mercaptoacetate FC1(CCC(CC1)(O)C(C(=O)OC(C)(C)C)S)F